C(C=C)(=O)O.C(C=C)(=O)O.C(C=C)(=O)O.C(O)C(CCCC)(CO)CO trimethylolpentane triacrylate